(1R,2S)-4-chloro-1-hydroxy-2,3-dihydro-1H-inden ClC1=C2CC[C@H](C2=CC=C1)O